BrC1=CC=C(C2=C1CCO2)NC(OC(C)(C)C)=O tert-butyl N-(4-bromo-2,3-dihydrobenzofuran-7-yl)carbamate